N-{3-[5-chloro-1-(4-chlorophenyl)-1,3-dihydroisobenzofuran-1-yl]-1-propyl}-N-methylalanine ClC=1C=C2COC(C2=CC1)(C1=CC=C(C=C1)Cl)CCCN([C@@H](C)C(=O)O)C